C(CCCCCCCCCCCCC)OC(CCCCCCCBr)=O.N1C=NC=C1 imidazole Tetradecyl-8-bromooctanoate